4-(4-((3-aminobicyclo[1.1.1]pentan-1-yl)amino)-6-methylquinazolin-2-yl)-1-(cyclopropylimino)-2,3,4,5-tetrahydrobenzo[f][1,4]thiazepine NC12CC(C1)(C2)NC2=NC(=NC1=CC=C(C=C21)C)N2CCS(C1=C(C2)C=CC=C1)=NC1CC1